N-[(1S)-1-(6-bromopyridin-3-yl)-2,2,2-trifluoroethyl]-N-methyl-1,1-dioxo-1λ6-thiane-4-carboxamide BrC1=CC=C(C=N1)[C@@H](C(F)(F)F)N(C(=O)C1CCS(CC1)(=O)=O)C